C[N+]1(CC=CC2=CC=CC=C12)CCCS(=O)(=O)O N-methyl-N-(3-sulfopropyl)quinolinium